1-(4-((1R,5S)-3,8-diazabicyclo[3.2.1]octan-3-yl)-8-fluoro-7-(3-hydroxynaphthalen-1-yl)quinazolin-2-yl)-3-methylazetidin-3-ol [C@H]12CN(C[C@H](CC1)N2)C2=NC(=NC1=C(C(=CC=C21)C2=CC(=CC1=CC=CC=C21)O)F)N2CC(C2)(O)C